BrC(CP(OCC)(OCC)=O)(F)F diethyl (2-bromo-2,2-difluoroethyl)phosphonate